C(C)(C)(C)OC(C)(C)C 2-(tert-butoxy)-2-methylpropane